C(C)(C)(C)OC(=O)N1CCN(CC1)C=1SC2=C(N1)C=CC(=C2)C(=O)O 2-(4-(tert-butoxycarbonyl)piperazin-1-yl)benzo[d]thiazole-6-carboxylic acid